O[C@@H](CCN(CC#CC1=CC(=C(OCCCC2=C(N=CS2)C(=O)O)C=C1)F)CC[C@@H](CO)O)CO 5-{3-[4-(3-{bis[(3S)-3,4-dihydroxybutyl]amino}prop-1-yn-1-yl)-2-fluorophenoxy]propyl}-1,3-thiazole-4-carboxylic acid